L-6,7-dihydroxycoumarin OC=1C=C2C=CC(OC2=CC1O)=O